CC1C=CC2=C(C=CC=C12)C 1,4-dimethylindene